FC1=CC=C(C=C1)N1C=C(C(C2=CC=CC=C12)=O)C(=O)N 1-(4-fluorophenyl)-4-oxo-1,4-dihydroquinoline-3-carboxamide